4-(ethylamino)-2-((2-methoxy-4-(methylsulfonyl)phenyl)amino)-7H-pyrrolo[2,3-d]pyrimidine-5-carbonitrile C(C)NC=1C2=C(N=C(N1)NC1=C(C=C(C=C1)S(=O)(=O)C)OC)NC=C2C#N